Cl.FC1=C(C=C(C=C1)NC(=O)C=1N(C=C2C1OCC1C(NS2(=O)=O)CCNC1)C)C N-(4-fluoro-3-methylphenyl)-2-methyl-5,5a,6,7,8,9,9a,10-octahydro-2H-pyrido[4,3-f]pyrrolo[3,4-b][1,4,5]oxathiazocine-1-carboxamide 4,4-dioxide hydrochloride